tetraphenylphosphonium 4,4'-sulfonyl-diphenolate S(=O)(=O)(C1=CC=C(C=C1)[O-])C1=CC=C(C=C1)[O-].C1(=CC=CC=C1)[P+](C1=CC=CC=C1)(C1=CC=CC=C1)C1=CC=CC=C1.C1(=CC=CC=C1)[P+](C1=CC=CC=C1)(C1=CC=CC=C1)C1=CC=CC=C1